FC1=C(CN2[C@@H](CCC2=O)CC(=O)N[C@H](C(=O)NC(C(=O)OC)(C)C)C(C)C)C=CC=C1F Methyl 2-((S)-2-(2-((S)-1-(2,3-difluorobenzyl)-5-oxopyrrolidin-2-yl)acetamido)-3-methylbutanamido)-2-methylpropanoate